3-(4-bromo-1H-pyrazol-1-yl)cyclobutan-1-one BrC=1C=NN(C1)C1CC(C1)=O